C(C)(C)(C)OC(=O)N1CC2(C1)CC(C2)N2N=C(C(=C2)C(F)(F)F)C2=C(C=CC=C2)F 6-(3-(2-Fluoro-phenyl)-4-(trifluoromethyl)-1H-pyrazol-1-yl)-2-azaspiro[3.3]heptane-2-carboxylic acid tert-butyl ester